S-(2-(5-(hydroxymethyl)-3-nitro-1H-pyrazol-1-yl) ethyl) thioacetate C(C)(=O)SCCN1N=C(C=C1CO)[N+](=O)[O-]